N-[(2S)-1-(4-Ethylpiperazin-1-yl)-5-[[(1R,2S)-2-(4-fluorophenyl)cyclopropyl]amino]-1-oxopentan-2-yl]-4-(pyrimidin-2-yl)benzamide C(C)N1CCN(CC1)C([C@H](CCCN[C@H]1[C@@H](C1)C1=CC=C(C=C1)F)NC(C1=CC=C(C=C1)C1=NC=CC=N1)=O)=O